N1=CC(=CC=C1)C=1C=C2C=C(NC2=CC1)CN1CCN(CC1)C1=CC=NC=C1 5-(3-pyridinyl)-2-[[4-(4-pyridinyl)piperazin-1-yl]methyl]-1H-indole